C(CCC)C1=CC=C(C=C1)NC1=CC=C(C=C1)C1=CC=C(NC2=CC=C(C=C2)CCCC)C=C1 N,N'-bis{4-butylphenyl}-benzidine